o-fluorophenylalanine FC1=C(C[C@H](N)C(=O)O)C=CC=C1